ClC1=C(C=C(C(=C1)N(C1=CC(=CC=C1)SC(F)(F)F)C)C)N=CN(C)CC N'-(2-chloro-5-methyl-4-(methyl(3-((trifluoromethyl)thio)phenyl)amino)phenyl)-N-ethyl-N-methylformimidamide